ClC1=CNC=2N=C(C=C(C21)NCCOC)NC2=C(C=C(C=C2)S(=O)(=O)C)OC 3-chloro-N6-(2-methoxy-4-(methylsulfonyl)phenyl)-N4-(2-methoxyethyl)-1H-pyrrolo[2,3-b]pyridine-4,6-diamine